C[N-]C.C[N-]C.C[N-]C.C[N-]C.[Hf+4] tetrakis(dimethylamido)hafnium(IV)